1-(((5s,7s)-3-(6-ethoxy-4-methylpyridin-3-yl)-7-methyl-2-oxo-1-oxa-3-azaspiro[4.5]decan-7-yl)methyl)-1H-benzo[d]imidazole-6-carbonitrile C(C)OC1=CC(=C(C=N1)N1C(O[C@]2(C1)C[C@@](CCC2)(C)CN2C=NC1=C2C=C(C=C1)C#N)=O)C